FC1(CC2(C1)C[C@H](N(CC2)CC2=C1C=CN(C1=C(C=C2OC)C)C(=O)OC(C)(C)C)C=2C(=NC(=CC2)C(=O)OC)NC)F tert-butyl (S)-4-((2,2-difluoro-6-(6-(methoxycarbonyl)-2-(methylamino)pyridin-3-yl)-7-azaspiro[3.5]nonan-7-yl)methyl)-5-methoxy-7-methyl-1H-indole-1-carboxylate